NC1=NC=CC=C1C=1C(=C(C(=CC1)S(=O)(=O)C1CNC1)S(=O)(=O)N)C=1N=NNN1 3-(2-aminopyridin-3-yl)-6-(azetidin-3-ylsulfonyl)-2-(2H-tetrazol-5-yl)benzenesulfonamide